N-(4-(4-bromophenyl)-1-hydroxy-2-(hydroxymethyl)but-2-yl)acetamide calcium-zinc stearate C(CCCCCCCCCCCCCCCCC)(=O)[O-].[Zn+2].[Ca+2].BrC1=CC=C(C=C1)CCC(CO)(CO)NC(C)=O.C(CCCCCCCCCCCCCCCCC)(=O)[O-].C(CCCCCCCCCCCCCCCCC)(=O)[O-].C(CCCCCCCCCCCCCCCCC)(=O)[O-]